C(C)(C)OC=1C=CC=C(C(=O)O)C1 5-isopropoxybenzoic acid